2-((4-((((1R,5S,6r)-3-azabicyclo[3.1.0]hexan-6-yl)methyl)amino)pyrimidin-5-yl)oxy)-N-Ethyl-5-fluoro-N-isopropylbenzamide [C@H]12CNC[C@@H]2C1CNC1=NC=NC=C1OC1=C(C(=O)N(C(C)C)CC)C=C(C=C1)F